N-(4,4-difluorocyclohexyl)-6-(3,5-dimethyl-1H-pyrazol-1-yl)-4-(methoxymethyl)pyridin-2-amine FC1(CCC(CC1)NC1=NC(=CC(=C1)COC)N1N=C(C=C1C)C)F